CC=1C=C2C=C(N(C2=CC1)CC1=NC=CC(=C1)N1CCCCC1)C(=O)O 5-methyl-1-((4-(piperidin-1-yl)pyridin-2-yl)methyl)-1H-indole-2-carboxylic Acid